OCC=1N(C2=C(C=C(C=C2C1)C)S(=O)(=O)N(CC1=NC2=C(C(N(C=C2)C)=O)N1)C)S(=O)(=O)C1=CC=C(C)C=C1 2-(hydroxymethyl)-N,5-dimethyl-N-((5-methyl-4-oxo-4,5-dihydro-3H-imidazo[4,5-c]pyridin-2-yl)methyl)-1-tosyl-1H-indole-7-sulfonamide